D-glycero-D-galactoheptitol C([C@H](O)[C@@H](O)[C@@H](O)[C@H](O)[C@H](O)CO)O